[O-2].[O-2].[Ti+4].[C+4] carbon titanium dioxide